CC1(C(OCN2C=CC3=C2C(N=C(C(COC(C(CCCC1)(C)C)=O)=S)N3CCOC(C)C)=O)=O)C 8,8,13,13-tetramethyl-22-[2-(prop-2-yloxy)ethyl]-6,15-dioxa-17-thioxo-4,19,22-triazatricyclo[16.3.1.0^{4,21}]docosa-1(21),2,18-trien-7,14,20-trione